NC1=NC=CC(=C1Cl)SC=1C=2N(C(=NC1)N1CCC3(CCN(CC3NC(OC(C)(C)C)=O)C3=NC=C(C=N3)F)CC1)C=NN2 tert-butyl (9-(8-((2-amino-3-chloropyridin-4-yl)thio)-[1,2,4]triazolo[4,3-c]pyrimidin-5-yl)-3-(5-fluoropyrimidin-2-yl)-3,9-diazaspiro[5.5]undec-1-yl)carbamate